3-amino-6,6-difluorobicyclo[3.1.0]hexane-1-carboxylic acid NC1CC2(C(C2C1)(F)F)C(=O)O